C(CCCCCCC\C=C/CCCC)(=O)OCCCCCCCCCCCCCCCCCC(C)C 18-methylnonadecyl myristoleate